C1=CC=C(C=2SC3=C(C21)C=CC=C3)C=3C=C(C=CC3)C3=CC(=CC=C3)C3=C2C(=NC=N3)C3=C(O2)C=CC=2C=CC=CC23 8-[3'-(dibenzothiophen-4-yl)biphenyl-3-yl]naphtho[1',2':4,5]furo[3,2-d]pyrimidine